3,6-Dichloro-1-(2-ethylpyridin-3-yl)-7-(trifluoromethyl)quinoxaline-2(1H)-on ClC=1C(N(C2=CC(=C(C=C2N1)Cl)C(F)(F)F)C=1C(=NC=CC1)CC)=O